Methyl 4'-cyano-2',3',5',6'-tetrafluoro-5-oxo-1,4,5,6-tetrahydro-[1,1'-biphenyl]-2-carboxylate C(#N)C1=C(C(=C(C(=C1F)F)C1C(=CCC(C1)=O)C(=O)OC)F)F